(R)-4-(2-fluoro-4-(1-methyl-1H-1,2,3-triazol-4-yl)-N-(piperidin-3-yl)benzamido)-N-(pyridin-4-yl)thieno[3,2-c]pyridine-2-carboxamide FC1=C(C(=O)N([C@H]2CNCCC2)C2=NC=CC3=C2C=C(S3)C(=O)NC3=CC=NC=C3)C=CC(=C1)C=1N=NN(C1)C